(S)-1-(2-((tert-Butoxycarbonyl)amino)propyl)-2-oxo-1,2-dihydropyridine-3-carboxylic acid methyl ester COC(=O)C=1C(N(C=CC1)C[C@H](C)NC(=O)OC(C)(C)C)=O